2,2'-diamino-p-terphenyl NC1=C(C=CC=C1)C1=C(C=C(C=C1)C1=CC=CC=C1)N